C(C)(C)(C)OC(=O)[C@@H]1C[C@@H](C1)C#C cis-3-ethynyl-cyclobutanecarboxylic acid tert-butyl ester